8-(4-(azetidin-1-yl)piperidin-1-yl)-3-Bromo-9-ethyl-6,6-dimethyl-5,6-dihydro-11H-benzo[b]carbazol-11-one N1(CCC1)C1CCN(CC1)C=1C(=CC2=C(C(C=3NC4=CC(=CC=C4C3C2=O)Br)(C)C)C1)CC